BrC=1C(=NN(C1I)COCC[Si](C)(C)C)C(=O)OCC ethyl 4-bromo-5-iodo-1-((2-(trimethylsilyl) ethoxy) methyl)-1H-pyrazole-3-carboxylate